6-(4-cyclopropyl-6-(2-fluoroethoxy)pyrimidin-5-yl)-1-(4-(1-ethyl-4-(trifluoromethyl)-1H-imidazol-2-yl)benzyl)-1H-pyrazolo[3,4-d]pyrimidine C1(CC1)C1=NC=NC(=C1C1=NC=C2C(=N1)N(N=C2)CC2=CC=C(C=C2)C=2N(C=C(N2)C(F)(F)F)CC)OCCF